dimethyltetradecyl-[3-(triethoxysilyl)propyl]amine CC(CCCCCCCCCCCCC)(NCCC[Si](OCC)(OCC)OCC)C